C(C)(C)(C)C(=O)NCCC[C@H](N)C(=O)N1CCN(CC1)C(=O)OC(C)(C)C tert-butyl 4-[N5-(tert-butylcarbonyl)-L-ornithyl]piperazine-1-carboxylate